NC(C)(C1CCCC1)C1=NN(C2=CN=C(C=C21)NC2=CC=C1C(=N2)CC(OC1=O)(C)C)CC(F)F 2-((3-(1-amino-1-cyclopentylethyl)-1-(2,2-difluoroethyl)-1H-pyrazolo[3,4-c]pyridin-5-yl)amino)-7,7-dimethyl-7,8-dihydro-5H-pyrano[4,3-b]pyridin-5-one